N-(p-chlorophenyl)acrylamide tert-Butyl-methyl(5-methyl-4-oxohexyl)carbamate C(C)(C)(C)OC(N(CCCC(C(C)C)=O)C)=O.ClC1=CC=C(C=C1)NC(C=C)=O